Cl.N1CC(CC1)OC=1C=NC=NC1 5-(pyrrolidin-3-yloxy)pyrimidine hydrochloride